C(C)C(C(=O)O)CCCCCCCCCC.C(CCCCCCCCCCC)N[C@@H](CCCNC(N)=N)C(=O)O laurylarginine ethyl-laurate